cesium 2-(6-(3-(1,10-phenanthroline-2-yl)phenyl)pyridin-2-yl)phenolate N1=C(C=CC2=CC=C3C=CC=NC3=C12)C=1C=C(C=CC1)C1=CC=CC(=N1)C1=C(C=CC=C1)[O-].[Cs+]